BrC=1C=CC2=C3C1C=CC=C3C3(C1=CC=CC=C1C=1C=CC=CC31)C=3C=CC=CC23 3-Bromo-spiro[7H-benz[de]anthracen-7,9'-[9H]fluoren]